2'-amino-5'-methoxy-N-(5-methoxy-1,3,4-thiadiazol-2-yl)-6-methyl-(4,4'-bipyridine)-3-carboxamide NC1=NC=C(C(=C1)C1=C(C=NC(=C1)C)C(=O)NC=1SC(=NN1)OC)OC